C(C(=C)C)(=O)OCCCCCCCCCCCOC(C(=C)C)=O undecylene glycol dimethacrylate